[N+](=[N-])=C1C(C=C(C(=C1)OCC)SC1=CC=C(C=C1)C)OCC 1-diazo-2,5-diethoxy-4-p-tolylmercaptobenzene